2-ethylbutyl (2S)-2-({[(2R,5R)-5-(4-amino-2-oxopyrimidin-1-yl)-2-ethyl-3-hydroxyoxolan-2-yl]methoxy(phenoxy) phosphoryl}amino)propanoate NC1=NC(N(C=C1)[C@H]1CC([C@@](O1)(CC)COP(=O)(OC1=CC=CC=C1)N[C@H](C(=O)OCC(CC)CC)C)O)=O